CN1CCN(CC1)[C@@H]1CC[C@H](CC1)NC1=NN2C(C=N1)=C(C=C2)C2=CC=1C(=NC=CN1)N=C2 N-(trans-4-(4-methylpiperazin-1-yl)cyclohexyl)-5-(pyrido[2,3-b]pyrazin-7-yl)pyrrolo[2,1-f][1,2,4]triazin-2-amine